methyl 3-(6-chloropyridin-3-yl)-5-methylene-2-oxotetrahydro-2H-pyran-3-carboxylate ClC1=CC=C(C=N1)C1(C(OCC(C1)=C)=O)C(=O)OC